tert-Butyl 4-(2-((5-bromo-3-chloropyridin-2-yl)oxy)acetyl)piperazine-1-carboxylate BrC=1C=C(C(=NC1)OCC(=O)N1CCN(CC1)C(=O)OC(C)(C)C)Cl